5-chloro-N-(3-chloro-5-cyclopropylphenyl)-2-(N-methylethylsulfonamido)isonicotinamide ClC1=CN=C(C=C1C(=O)NC1=CC(=CC(=C1)C1CC1)Cl)N(S(=O)(=O)CC)C